1-acetyl-3,7-dimethylaminophenothiazine C(C)(=O)C1=CC(=CC=2SC3=CC(=CC=C3NC12)NC)NC